S(=O)(=O)(O)OC(CNC(C)(C)C)C1=CC(=C(C=C1)O)CO 1-(4-hydroxy-3-hydroxymethylphenyl)-2-(tert-butylamino)ethanol sulfate